C(#N)C1=CC=C(C=N1)C1=NN=C(O1)C1=NN(C(C=C1)=O)CC(=O)NCC 2-(3-(5-(6-cyanopyridin-3-yl)-1,3,4-oxadiazol-2-yl)-6-oxopyridazin-1(6H)-yl)-N-ethylacetamide